C1C2N(CCN1C=1C=C(C=CC1)N1C=NC(=C1)NC=1N=CC(=NC1)C#N)CCC2 5-((1-(3-(Hexahydropyrrolo[1,2-a]pyrazin-2(1H)-yl)phenyl)-1H-imidazol-4-yl)amino)pyrazine-2-carbonitrile